N,N-bis(2-methoxyethyl)-4,8-bis(4-methoxypiperidin-1-yl)-6-(4-(methylsulfonyl)piperazin-1-yl)pyrimido[5,4-d]pyrimidin-2-amine COCCN(C=1N=C(C2=C(N1)C(=NC(=N2)N2CCN(CC2)S(=O)(=O)C)N2CCC(CC2)OC)N2CCC(CC2)OC)CCOC